FC1=C(C(=O)N[C@@H](C(=O)N2CCC3(C(C(N(C3=O)C)=O)C3=CC=CC=C3)CC2)C(C)C)C=CC=C1 2-fluoro-N-((2R)-3-methyl-1-(2-methyl-1,3-dioxo-4-phenyl-2,8-diazaspiro[4.5]decan-8-yl)-1-oxobutan-2-yl)benzamide